[Cl-].ClC=1C=NN(C1[Zn+])COCC[Si](C)(C)C (4-Chloro-1-((2-(trimethylsilyl)ethoxy)methyl)-1H-pyrazol-5-yl)zinc (II) chloride